N1(CCC1)C(=O)C1=C(C(=CC=2N1N=CC2)C)NC(=O)C2=CC(=NN2C2=NC=CC=C2Cl)Br N-(7-(Azetidin-1-carbonyl)-5-methylpyrazolo[1,5-a]pyridin-6-yl)-3-bromo-1-(3-chloropyridin-2-yl)-1H-pyrazol-5-carboxamid